NC=1C=C(C=CC1)N1C(C=NC=2C=NC(=NC12)NC1=C(C=C(C=C1)N1CCN(CC1)C)OCOC)=O 8-(3-aminophenyl)-2-((2-(methoxymethoxy)-4-(4-methyl-1-piperazinyl)phenyl)amino)-7(8H)pteridinone